N-(cyclopropylmethyl)-2-[[2-(2,6-dioxo-3-piperidyl)-3-oxo-isoindolin-5-yl]amino]-N-methyl-acetamide C1(CC1)CN(C(CNC=1C=C2C(N(CC2=CC1)C1C(NC(CC1)=O)=O)=O)=O)C